[O].C1=CC=CC=2C3=CC=CC=C3C3=CC=CC=C3C12 triphenylene oxygen